4-amino-7-(3-deoxy-2-C-methyl-β-D-ribofuranosyl)-7H-pyrrolo[2,3-d]pyrimidine NC=1C2=C(N=CN1)N(C=C2)[C@H]2[C@](O)(C[C@H](O2)CO)C